FC(C1=CC=C2C(=N1)OC[C@H]2N)(F)F (S)-6-(trifluoromethyl)-2,3-dihydrofuro[2,3-b]pyridine-3-amine